FC1=C(OC2=NC(=NC(=C2C(C(F)(F)F)(F)F)C2=C(C=CC=C2)C)NS(=O)(=O)C=2C=NN(C2)C)C=C(C=C1)N1CCN(CC1)C N-[4-[2-fluoro-5-(4-methylpiperazin-1-yl)phenoxy]-6-(o-tolyl)-5-(1,1,2,2,2-pentafluoroethyl)pyrimidin-2-yl]-1-methyl-pyrazole-4-sulfonamide